methyl (2S,3R)-3-((tert-butyldiphenylsilyl)oxy)-1-methylpyrrolidine-2-carboxylate [Si](C1=CC=CC=C1)(C1=CC=CC=C1)(C(C)(C)C)O[C@H]1[C@H](N(CC1)C)C(=O)OC